3-bromo-2-[(4-methoxyphenyl)methyl]-1-oxido-pyrazol-1-ium BrC=1N([N+](=CC1)[O-])CC1=CC=C(C=C1)OC